C(C1=CC=CC=C1)OC(=O)NC(=N)C=1C=C(SC1)CNC(=O)[C@H]1N(C[C@]2(CC2(F)F)C1)C(=O)OC(C)(C)C tert-butyl (3R,6S)-6-(((4-(N-((benzyloxy)carbonyl)carbamimidoyl)thiophen-2-yl) methyl)carbamoyl)-1,1-difluoro-5-azaspiro[2.4]heptane-5-carboxylate